C(C=C)C=1C2=C(C(=NC1)NCC1=C(C=C(C=C1)OC)OC)C(=NN2[C@H]2C[C@@H](CCC2)C(NCCCCC=C)=O)C2=CC=C(C(=O)NC1=NC=CC(=C1)C(F)(F)F)C=C2 4-[7-Allyl-4-[(2,4-dimethoxyphenyl)methylamino]-1-[(1R,3R)-3-(hex-5-enylcarbamoyl)cyclohexyl]-pyrazolo[4,3-c]pyridin-3-yl]-N-[4-(trifluoromethyl)-2-pyridyl]benzamide